NCCC1=C(C=CC=C1)CCN di(aminoethyl)benzene